methyl N-(29-{[2-(2,5-dioxo-2,5-dihydro-1H-pyrrol-1-yl)ethyl]carbamoyl}-3,6,9,12,15,18,21,24,27-nonaoxanonacosan-1-yl)carbamate O=C1N(C(C=C1)=O)CCNC(=O)CCOCCOCCOCCOCCOCCOCCOCCOCCOCCNC(OC)=O